rac-(1R,4S)-3-phenylbicyclo[2.2.1]heptan-2-one C1(=CC=CC=C1)C1C([C@@H]2CC[C@H]1C2)=O |r|